C(C1=CC=CC=C1)OC1=CC=C(C=C1)OC(F)F (benzyloxy)-4-(difluoromethoxy)benzene